ClC=1C(=CC(=C(C(=O)N[C@H](C(C(=O)NC)=O)CCC(C)(F)F)C1)NC(CCC(F)(F)F)=O)F (S)-5-chloro-N-(6,6-difluoro-1-(methylamino)-1,2-dioxoheptan-3-yl)-4-fluoro-2-(4,4,4-trifluorobutanamido)benzamide